CCCCCCCCCCCC.[Ag] silver dodecane